[Ca+2].[Ca+2].C(CN(CC(=O)[O-])CC(=O)[O-])N(CC(=O)[O-])CC(=O)[O-] ethylenediaminetetraacetic acid, dicalcium salt